N-(4-Amino-1H-pyrazolo[4,3-c]pyridin-7-yl)-2-oxo-2-[rac-(2R,5S)-2-(2,3-dihydrobenzofuran-4-yl)-5-methyl-1-piperidyl]acetamide NC1=NC=C(C2=C1C=NN2)NC(C(N2[C@H](CC[C@@H](C2)C)C2=CC=CC1=C2CCO1)=O)=O |r|